[Si](C)(C)(C(C)(C)C)OCCN1CC(CCC1)N 1-[2-[tert-butyl(dimethyl)silyl]oxyethyl]piperidin-3-amine